benzyl 2-(6-fluoro-5-nitro-1H-indol-2-yl)-2-methylpropanoate FC1=C(C=C2C=C(NC2=C1)C(C(=O)OCC1=CC=CC=C1)(C)C)[N+](=O)[O-]